IC1=CNC(C2=C1N=C(N=C2)SC)=O 8-iodo-2-(methylthio)pyrido[4,3-d]pyrimidin-5(6H)-one